tert-butyl N-[3-[(2S)-5-(2,5-difluorophenyl)-3-[3-hydroxypropyl (methyl) carbamoyl]-2-phenyl-1,3,4-thiadiazol-2-yl]propyl]carbamate FC1=C(C=C(C=C1)F)C1=NN([C@@](S1)(C1=CC=CC=C1)CCCNC(OC(C)(C)C)=O)C(N(C)CCCO)=O